N[C@]1(CN(CCC1)[C@H](C(=O)NC1=NC=C(C=C1)Cl)C)C(F)(F)F (S)-2-((R)-3-amino-3-(trifluoromethyl)piperidin-1-yl)-N-(5-chloropyridin-2-yl)propanamide